CC1=CC=C(C=C1)S(=O)(=O)C1=CC=C(C=C1)C(F)(F)F 1-[(4-methylphenyl)sulfonyl]-4-(trifluoromethyl)benzene